ClC1=NC=C(C2=CC=C(C=C12)OC(COC)C)C1=C(C=CC=C1)C 1-chloro-7-((1-methoxypropan-2-yl)oxy)-4-(o-tolyl)isoquinoline